O1CCN(CC1)C=1C2=C(N=C(N1)NC1=CC(=NN1)C1=CC=CC=C1)C1=C(O2)N=CC(=C1)CCN1CCCC1 4-Morpholino-N-(3-phenyl-1H-pyrazol-5-yl)-8-(2-(pyrrolidin-1-yl)ethyl)pyrido[3',2':4,5]furo[3,2-d]pyrimidin-2-amine